2-(2-bromophenyl)-N-(2-(dimethylamino)ethyl)benzo[b]thieno[3,2-d]thiophene-3-carboxamide BrC1=C(C=CC=C1)C1=C(C=2C3=C(SC2S1)C=CC=C3)C(=O)NCCN(C)C